4-bromobutyric acid-(10Z,12Z)-octadecane-9,12-dien-1-yl ester C(CCCCCCC\C=C/C\C=C/CCCCC)OC(CCCBr)=O